FC=1C(=CC2=C(N=C(S2)C2=C3N=CC(=NC3=CC(=C2)CO)OC)C1)O[C@H]1[C@@H](CCC1)O |r| rac-trans-2-((5-fluoro-2-(7-(hydroxymethyl)-2-methoxyquinoxalin-5-yl)benzo[d]thiazol-6-yl)oxy)cyclopentanol